1,2,4-triazapentane-3-carboxamide NNC(NC)C(=O)N